OC(C)(C)C=1C=C2NC(C=3N(C2=CC1)C(=CN3)C=3C(=C(C=CC3)N3C(NC1=CC=CC=C1C3=O)=O)C)=O 3-(3-(7-(2-hydroxyprop-2-yl)-4-oxo-4,5-dihydroimidazo[1,2-a]quinoxalin-1-yl)-2-methylphenyl)quinazoline-2,4(1H,3H)-dione